4-(imidazo[1,2-b]pyridazin-6-yl)benzamide N=1C=CN2N=C(C=CC21)C2=CC=C(C(=O)N)C=C2